N-(oxo(pyridin-4-yl)(trifluoromethyl)-λ6-sulfaneylidene)-4-(5-(trifluoromethyl)-1,2,4-oxadiazol-3-yl)benzamide O=S(=NC(C1=CC=C(C=C1)C1=NOC(=N1)C(F)(F)F)=O)(C(F)(F)F)C1=CC=NC=C1